COC1=C(C(=CC=C1)C=1CCN(CC1)C(C)C)NC(=O)N1CCC(CC1)C1=CC=C(C=C1)C N-{2-methoxy-6-[1-(propan-2-yl)-1,2,3,6-tetrahydropyridin-4-yl]phenyl}-4-(4-methylphenyl)piperidine-1-Carboxamide